N1=CN=CC2=C1CCN=C2 7,8-dihydropyrido[4,3-d]pyrimidin